acryloyloxyhexyl 3-phosphonopropionate P(=O)(O)(O)CCC(=O)OCCCCCCOC(C=C)=O